(R)-1-methyl-N-(5-(6-methylpyridin-2-yl)-2,3-dihydro-1H-inden-1-yl)-1H-pyrazole-5-carboxamide CN1N=CC=C1C(=O)N[C@@H]1CCC2=CC(=CC=C12)C1=NC(=CC=C1)C